6-Bromo-1-methyl-N-propyl-1,2-dihydro-3H-benzo[e]indole-3-carboximidamide 2,2,2-trifluoroacetic acid salt FC(C(=O)O)(F)F.BrC1=CC=CC=2C=3C(CN(C3C=CC21)C(NCCC)=N)C